4-(2-{4-[(2,6-dioxopiperidin-3-yl)carbamoyl]-2-methyl-1H-1,3-benzodiazol-1-yl}acetyl)piperazin O=C1NC(CCC1NC(=O)C1=CC=CC=2N(C(=NC21)C)CC(=O)N2CCNCC2)=O